2-((2S)-4-(7-(5-chloroisoquinolin-4-yl)-6,8-difluoro-2-((tetrahydro-1H-pyrrolizin-7a(5H)-yl)methoxy)quinazolin-4-yl)-1-(2-fluoroacryloyl)piperazin-2-yl)acetonitrile ClC1=C2C(=CN=CC2=CC=C1)C1=C(C=C2C(=NC(=NC2=C1F)OCC12CCCN2CCC1)N1C[C@@H](N(CC1)C(C(=C)F)=O)CC#N)F